COC(=O)C1(CN(CCC1)C(=O)OCC1=CC=CC=C1)C(COCC=C)=O 3-(2-(allyloxy)acetyl)piperidine-1,3-dicarboxylic acid 1-benzyl ester 3-methyl ester